IC=1C2=C(C(=NC1)OC)N=C(S2)NC(C2=CC=CC=C2)=O N-[7-iodo-4-methoxy-[1,3]thiazolo[4,5-c]pyridin-2-yl]benzamide